N-(3-acetylphenyl)-2-[8-[(1-methylindazol-5-yl)amino]-1-oxo-2-isoquinolyl]acetamide C(C)(=O)C=1C=C(C=CC1)NC(CN1C(C2=C(C=CC=C2C=C1)NC=1C=C2C=NN(C2=CC1)C)=O)=O